1-(3,5-dibromo-4-methoxyphenyl)-N-(3-(1,1-difluoroethyl)phenyl)-3-methyl-5-oxo-4,5-dihydro-1H-pyrazole-4-carboxamide BrC=1C=C(C=C(C1OC)Br)N1N=C(C(C1=O)C(=O)NC1=CC(=CC=C1)C(C)(F)F)C